[Na+].[Na+].N[C@@H](CC1=CC=C(C=C1)O)C(=O)[O-].N[C@@H](CC1=CC=C(C=C1)O)C(=O)[O-] tyrosine, disodium salt